OC12CCC(CC1)(CC2)NC(C2=CC=C(C=C2)B2OC(C(O2)(C)C)(C)C)=O N-(4-hydroxybicyclo[2.2.2]octan-1-yl)-4-(4,4,5,5-tetramethyl-1,3,2-dioxaborolan-2-yl)benzamide